Cl.COC(C(CCC(=O)OC)N1CC2=NC(=CC=C2C1=O)C1CCNCC1)=O (5-oxo-2-(piperidin-4-yl)-5H-pyrrolo[3,4-b]pyridin-6(7H)-yl)glutaric acid dimethyl ester hydrochloride